(3-fluoro-4-((1-isopropyl-2-keto-2,3-dihydro-1H-imidazo[4,5-b]pyridin-7-yl)oxy)phenyl)-2-(1-phenyl-5-(trifluoromethyl)-1H-pyrazol-4-yl)acetamide FC=1C=C(C=CC1OC1=C2C(=NC=C1)NC(N2C(C)C)=O)C(C(=O)N)C=2C=NN(C2C(F)(F)F)C2=CC=CC=C2